N-(2-isopropoxy-6-methylpyridin-3-yl)-3-(2-isopropylphenyl)azetidine-3-carboxamide C(C)(C)OC1=NC(=CC=C1NC(=O)C1(CNC1)C1=C(C=CC=C1)C(C)C)C